OC=1C(NC=NC1CN1C(N(C(C1)C1=CC=C(C=C1)C#CC1=CC=C(C=C1)CN1CCOCC1)CCO)=O)=O 5-Hydroxy-6-((3-(2-hydroxyethyl)-4-(4-((4-(morpholinomethyl)phenyl)ethynyl)phenyl)-2-oxoimidazoline-1-yl)methyl)pyrimidin-4(3H)-one